1,3-bis[6-[(2-ethyl-1-oxohexyl)amino]-2,3-dihydro-2,3,3-trimethyl-1-Octyl-1H-indol-5-yl]-2,4-dihydroxy-cyclobutenediylium C(C)C(C(=O)NC1=C(C=C2C(C(N(C2=C1)CCCCCCCC)C)(C)C)[C+]1[C+](C(=C1O)C=1C=C2C(C(N(C2=CC1NC(C(CCCC)CC)=O)CCCCCCCC)C)(C)C)O)CCCC